(1R,2S,3R)-N-(7-chloro-6R-(spiro[2.2]pentan-1-yl)isoquinolin-3-yl)-2-ethyl-3-(1-methyl-1H-pyrazol-4-yl)cyclopropane-1-carboxamide ClC1=C(C=C2C=C(N=CC2=C1)NC(=O)[C@@H]1[C@H]([C@H]1C=1C=NN(C1)C)CC)[C@@H]1CC12CC2